2-(Benzylsulfonyl)-2,5-diazabicyclo[2.2.1]heptane C(C1=CC=CC=C1)S(=O)(=O)N1C2CNC(C1)C2